1-Boc-3-azetidinecarboxaldehyde C(=O)(OC(C)(C)C)N1CC(C1)C=O